CC1N(CCCC1)C1=NC=C(C=N1)CC(=O)OC(C)(C)C methyl-1-[5-[2-(tert-butoxy)-2-oxoethyl]pyrimidin-2-yl]piperidine